isopropyl 2-((S)-2-((R)-3-methyl-1-((S)-3-phenyl-2-(pyrazine-2-carboxamido)propanamido) butyl)-5-oxo-1,3,2-dioxaborolan-4-yl)acetate CC(C[C@H](NC([C@H](CC1=CC=CC=C1)NC(=O)C1=NC=CN=C1)=O)B1OC([C@@H](O1)CC(=O)OC(C)C)=O)C